(3R)-5-acetamido-N-(4-fluorophenyl)-N-methylpyrrolidine-3-carboxamide C(C)(=O)NC1C[C@H](CN1)C(=O)N(C)C1=CC=C(C=C1)F